C[C@H]1O[C@H](CC(C1)CN1CCC(CC1)CC1=CC=2N(C=C1)N=CC2N2C(NC(CC2)=O)=O)C 1-(5-((1-(((2R,6S)-2,6-dimethyltetrahydro-2H-pyran-4-yl)methyl)piperidin-4-yl)methyl)pyrazolo[1,5-a]pyridin-3-yl)dihydropyrimidine-2,4(1H,3H)-dione